((4-oxo-2-thioxo-2,3,4,5-tetrahydro-1H-pyrrolo[3,2-d]pyrimidin-1-yl)methyl)benzaldehyde O=C1C2=C(N(C(N1)=S)CC1=C(C=O)C=CC=C1)C=CN2